(R)-N-(1-(2H-tetrazol-5-yl)ethyl)-5-(4-(trifluoromethyl)phenyl)-2-naphthamide N=1NN=NC1[C@@H](C)NC(=O)C1=CC2=CC=CC(=C2C=C1)C1=CC=C(C=C1)C(F)(F)F